C(C)(=O)OC1=CC(=C(C=C1F)CC(=O)OC(C)(C)C)F tert-Butyl 2-(4-acetoxy-2,5-difluorophenyl)acetate